dibutylnaphthalene-sulfonic acid C(CCC)C=1C(=C(C2=CC=CC=C2C1)S(=O)(=O)O)CCCC